C(C)OC(=O)C=1N=C(N2C1CN=C(C1=C2C=CC(=C1)Cl)C1=C(C=CC=C1)F)C ethyl-8-chloro-6-(2-fluorophenyl)-1-methyl-4H-benzo[f]imidazo[1,5-a][1,4]diazepine-3-carboxylate